The molecule is the L-enantiomer of lombricine. It is an enantiomer of a D-lombricine. It is a tautomer of a L-lombricine dizwitterion. C(COP(=O)(O)OC[C@@H](C(=O)O)N)N=C(N)N